benzo[d]oxazole-7-carboxylate O1C=NC2=C1C(=CC=C2)C(=O)[O-]